4-(7-fluoro-2-methyl-1-oxo-1,2-dihydroisoquinolin-4-yl)-2-(trifluoromethoxy)benzaldehyde FC1=CC=C2C(=CN(C(C2=C1)=O)C)C1=CC(=C(C=O)C=C1)OC(F)(F)F